FC(C(=O)O)(F)F.N[C@@H](C(=O)N[C@H](C(=O)NCC1=C(C(=CC(=C1)Br)C)O)C)CCC1=CC=CC=C1 (R)-2-amino-N-((S)-1-((5-bromo-2-hydroxy-3-methylbenzyl)amino)-1-oxopropan-2-yl)-4-phenylbutanamide Trifluoroacetate salt